F[P-](F)(F)(F)(F)F.F[P-](F)(F)(F)(F)F.C1(=CC=CC=C1)[S+](C1=CC=C(C=C1)SC1=CC=C(C=C1)[S+](C1=CC=CC=C1)C1=CC=CC=C1)C1=CC=CC=C1 Bis(4-(diphenylsulfonio)phenyl)sulfide bis(hexafluorophosphate)